ClC1=C(C=CC=C1Cl)N1CCN(CC1)CCC1CC(C1)NC(=O)C=1OC=CN1 N-(3-(2-(4-(2,3-dichlorophenyl)piperazin-1-yl)ethyl)cyclobutyl)oxazole-2-carboxamide